CC(C(=O)OC(=O)OC1=CC=CC=C1)(C)C phenoxycarbonyl 2,2-dimethyl-propanoate